N[C@H]1CS(C2=C(N(C1=O)CC1=CC=C(C=C1)OCCCCCCCCCCCN)C=C(C(=C2)F)C=2OC(=NN2)C(C)(C)C)(=O)=O (3R)-3-amino-5-[[4-(11-aminoundecoxy)phenyl]methyl]-7-(5-tert-butyl-1,3,4-oxadiazol-2-yl)-8-fluoro-1,1-dioxo-2,3-dihydro-1λ6,5-benzothiazepin-4-one